C(#N)C1=CC=C(CNC(=O)C2=NN(C=3C(N(CCC32)CC3(CC3)S(=O)(=O)C(COC(C(=O)O)(F)F)(C)C)=O)C)C=C1 2-(2-((1-((3-((4-cyanobenzyl)carbamoyl)-1-methyl-7-oxo-4,5-dihydro-1H-pyrazolo[3,4-c]pyridin-6(7H)-yl)methyl)cyclopropyl)sulfonyl)-2-methylpropoxy)-2,2-difluoroacetic acid